divinyl-tetrazine C(=C)C1=C(N=NN=N1)C=C